C(C)(C)(C)C=1C(=C(C(=O)O)C=C(C1C(C)(C)C)C)C 3,4-di-tert-butyl-dimethylbenzoic acid